C(C)(C)(C)OC(=O)N([C@H](C(=O)OC)CCC=C)C methyl (2S)-2-[(tert-butoxycarbonyl)(methyl)amino]hex-5-enoate